CC1=CN(C(S1)N2N=C([NH2+]N2C3=CC=CC=C3)C4=CC=CC=C4)C.[Br-] 3-(3,5-dimethylthiazol-2-yl)-2,5-diphenyltetrazolium bromide